FC1=C(C=CC(=C1)F)S(=O)(=O)O\N=C(\CS(=O)(=O)C(C)(C)C)/N (Z)-N'-[(2,4-difluorobenzenesulfonyl)oxy]-2-(2-methylpropane-2-sulfonyl)ethanimidamide